3-(dimethylamino)-propylene CN(CC=C)C